CC1=CC=C(C(=N1)C(=O)N1[C@@H]2[C@@H](C[C@H](C1)CC2)NC2=NC=C(C=C2)C)N2N=CC=N2 (6-methyl-3-(2H-1,2,3-triazol-2-yl)pyridin-2-yl)((1S,4R,6R)-6-((5-methylpyridin-2-yl)amino)-2-azabicyclo[2.2.2]oct-2-yl)methanone